C(C)(C)(C)OC(=O)N1C(N(C2=C1C=CC=C2)CC=2C=NC(=C(C2)Cl)Br)=O.BrC=2C=C(SC2)C(C)=O 1-(4-bromothiophen-2-yl)ethan-1-one tert-butyl-3-((6-bromo-5-chloropyridin-3-yl)methyl)-2-oxo-2,3-dihydro-1H-benzo[d]imidazole-1-carboxylate